(4-nitrophenyl)(S)-2-methylmorpholine-4-Carboxylate [N+](=O)([O-])C1=CC=C(C=C1)OC(=O)N1C[C@@H](OCC1)C